FC1=CC(=NC=C1)N1C[C@H]2C([C@H]2C1)C1=NOC(=N1)CN1C=NC=2N=CN(C2C1=O)C 1-((3-((1R,5S,6R)-3-(4-Fluoropyridin-2-yl)-3-azabicyclo[3.1.0]Hex-6-yl)-1,2,4-oxadiazol-5-yl)methyl)-7-methyl-1,7-dihydro-6H-purin-6-one